piperidin-4-yl 2-amino-3-methylbutanoate NC(C(=O)OC1CCNCC1)C(C)C